ClC1=CC=C2C(=CNC2=C1C=1C=NN(C1)C)S(=O)(=O)NC1=NC(=C(C(=N1)OC)OC(F)F)OC 6-chloro-N-[5-(difluoromethoxy)-4,6-dimethoxy-pyrimidin-2-yl]-7-(1-methylpyrazol-4-yl)-1H-indole-3-sulfonamide